FC1=CC=C(C=C1)[C@@H]1N(CCC2=CC=CC=C12)C(=O)N1C[C@]2(CC1)OCCNC2 ((S)-1-(4-fluorophenyl)-3,4-dihydroisoquinolin-2(1H)-yl)((R)-6-oxa-2,9-diazaspiro[4.5]decan-2-yl)methanone